N=1C=NN2C=NC=3C=CC=CC3C21 [1,2,4]triazolo[1,5-c]quinazolin